2-(pyridin-4-yl)-N-(m-tolyl)imidazo[1,2-a]pyrazin-3-amine N1=CC=C(C=C1)C=1N=C2N(C=CN=C2)C1NC=1C=C(C=CC1)C